CC(C)(COP(=O)([O-])OP(=O)([O-])OC[C@@H]1[C@H]([C@H]([C@@H](O1)N2C=NC3=C(N=CN=C32)N)O)OP(=O)([O-])[O-])[C@H](C(=O)NCCC(=O)NCCSC(=O)C(CCC(=O)[O-])O)O The molecule is an acyl-CoA oxoanion that results from the removal of all five protons from the phosphate and carboxylic acid groups of 2-hydroxyglutaryl-CoA. Major structure at pH 7.3 (Marvin 6.2.0) It is a conjugate base of a 2-hydroxyglutaryl-CoA.